borneol borate B(O)(O)OC1C2(CCC(C1)C2(C)C)C